CNCCN1N=C(C=C1)[N+](=O)[O-] N-methyl-2-(3-nitropyrazol-1-yl)ethanamine